tert-butyl (S,E)-3-(4-(N-(tert-butoxycarbonyl)-N-hydroxycarbamimidoyl)phenyl)-2-((tert-butoxycarbonyl)amino)propanoate C(C)(C)(C)OC(=O)N(/C(=N/[H])/C1=CC=C(C=C1)C[C@@H](C(=O)OC(C)(C)C)NC(=O)OC(C)(C)C)O